((4-bromo-3-fluorobenzyl)thio)-6-chlorobenzo[d]oxazole BrC1=C(C=C(CSC=2OC3=C(N2)C=CC(=C3)Cl)C=C1)F